NC[C@H](CCl)O (R)-1-amino-3-chloropropan-2-ol